C(C)C(CC(CC)C)NC1=CC=C(C=C1)NC(CC(CC)C)CC N,N'-bis(1-ethyl-3-methylpentyl)p-phenylenediamine